C(C)SCCC propyl ethyl sulfide